C(#N)C1=NC2=CC(=CC(=C2N=C1C=1N=CN(C1)C1=CC=C(C=C1)C#N)[C@@H](C)NC1=C(C(=O)O)C=CC=C1)C (R)-2-((1-(2-cyano-3-(1-(4-cyanophenyl)-1H-imidazol-4-yl)-7-methylquinoxalin-5-yl)ethyl)amino)benzoic acid